β-amino-alanine NC[C@H](N)C(=O)O